2-amino-3-methylimidazo-[4,5-f]quinoline NC=1N(C=2C(=C3C=CC=NC3=CC2)N1)C